O=C1N(C(CN1C1=CC=CC=C1)=O)CC1=C(C=C(C(=O)NN)C=C1)F 4-((2,5-Dioxo-3-phenylimidazolidin-1-yl)methyl)-3-fluorobenzoyl-hydrazine